ClC1=NC=C(C=N1)C=1C=CC2=CN(N=C2C1)C12CCC(CC1)(CC2)CNC(C2=C(C(=C(C(=C2)F)OCC2=CC=C(C=C2)OC)F)F)=O N-({4-[6-(2-chloropyrimidin-5-yl)-2H-indazol-2-yl]bicyclo[2.2.2]octan-1-yl}methyl)-2,3,5-trifluoro-4-[(4-methoxyphenyl)methoxy]benzamide